CO[Si](COCC1OC1)(C)OC dimethoxy(methyl){[(oxiran-2-yl)methoxy]methyl}silane